C1(CC1)N1CCC(CC1)N1CCC(CC1)C=1C=C(C2=C(N(C(=N2)C2=CC(=C(C=C2)OC)F)C)C1)C 6-(1'-Cyclopropyl-[1,4'-bipiperidin]-4-yl)-2-(3-fluoro-4-methoxyphenyl)-1,4-dimethyl-1H-benzo[d]imidazol